C1=CC=CC=2C3=CC=CC=C3C(C12)COC(=O)N[C@H](C(=O)O)CC1=C(C=CC(=C1)Cl)C1=CC=NN1C (S)-2-((((9H-fluoren-9-yl)methoxy)carbonyl)amino)-3-(5-chloro-2-(1-methyl-1H-pyrazol-5-yl)phenyl)propanoic acid